C#CC#CCCCCCCCCCCCC hexadecdiyne